4,6-dimethylpyridine-1-oxide CC1=CC=[N+](C(=C1)C)[O-]